ClC1=C(C(=O)NC(NC2=C(C=CC=C2F)Cl)=O)C=CC(=N1)C(F)(F)F 2-Chloro-N-((2-chloro-6-fluorophenyl)carbamoyl)-6-(trifluoromethyl)nicotinamide